FC1=C2C(NC(C2=CC(=C1F)F)=O)=O 4,5,6-trifluoroisoindoline-1,3-dione